C(C)(C)(C)OC(N[C@@H](C)C1=NC=NN1C1=NC=CC=N1)=O (1S)-1-[1-(pyrimidin-2-yl)-1H-1,2,4-triazol-5-yl]Ethyl-carbamic acid tert-butyl ester